C(C)(C)N1CCC=2C1=CN=C(C2)C2=NC(=NN2)NC2=C(C=C(C=N2)N(C(C)=O)C)C(F)(F)F N-(6-(5-(1-isopropyl-2,3-dihydro-1H-pyrrolo[2,3-c]pyridin-5-yl)-1H-1,2,4-triazol-3-ylamino)-5-(trifluoromethyl)pyridin-3-yl)-N-methylacetamide